BrC=1C(=C(OCCC[C@@H]2C(CNCC2)(F)F)C=CC1)C (S)-4-(3-(3-bromo-2-methylphenoxy)propyl)-3,3-difluoropiperidine